3-(3-fluoro-4-methylphenyl)-3-(1,2,4-thiadiazol-5-yl)pyrrolidine FC=1C=C(C=CC1C)C1(CNCC1)C1=NC=NS1